N-((1r,3r)-3-((5-([1,2,4]triazolo[4,3-a]pyridin-6-yl)-4-methoxy-7H-pyrrolo[2,3-d]pyrimidin-2-yl)amino)-1-methylcyclobutyl)acetamide N=1N=CN2C1C=CC(=C2)C2=CNC=1N=C(N=C(C12)OC)NC1CC(C1)(C)NC(C)=O